Cl.CC=1C=C(C=C(C1)C)NC1N(C(=NC(=N1)N)N1CCOCC1)C=1C=C(C=CC1)C N-(3,5-Dimethylphenyl)-6-morpholin-4-yl-N1-m-tolyl-[1,3,5]triazine-2,4-diamine hydrochloride